6-phenyl-4-azaspiro[2.4]heptane-7-carbonitrile TFA salt OC(=O)C(F)(F)F.C1(=CC=CC=C1)C1CNC2(CC2)C1C#N